tert-butyl 3-((6-chloro-2-iodopyridin-3-yl)oxy)pyrrolidine-1-carboxylate ClC1=CC=C(C(=N1)I)OC1CN(CC1)C(=O)OC(C)(C)C